Peroxyneoheptanoic acid 1,1-dimethyl-3-hydroxybutyl ester CC(CC(C)O)(C)OOC(CCC(C)(C)C)=O